C(=O)C1=C(SC=C1)B(O)O (3-formylthiophene-2-yl)boronic acid